FC1=C(C=CC=C1)[C@H]1[C@H](CCCC1)N(C([O-])=O)C(CC)O 1-(2-fluorophenyl)-(S)-1-hydroxypropyl-(S)-2-cyclohexylcarbamate